FC1=C(SC(=C1)C(C)(C)O)[S@](=O)(N)=NC(NC1=C2CCC(C2=CC=2CCCC12)=O)=O |o1:10| (S) or (R)-3-fluoro-5-(2-hydroxypropan-2-yl)-N'-((1-oxo-1,2,3,5,6,7-hexahydro-s-indacen-4-yl)carbamoyl)thiophene-2-sulfonimidamide